O1CCC2=C1C=CC(=C2)C2=NN1C(N(C(=C(C1=O)N1CCNCC1)CC)CC(=O)NC1=C(C=C(C=C1)S(F)(F)(F)(F)F)C)=N2 2-(2-(2,3-dihydrobenzofuran-5-yl)-5-ethyl-7-oxo-6-(piperazin-1-yl)-[1,2,4]triazolo[1,5-a]pyrimidin-4(7H)-yl)-N-(2-methyl-4-(pentafluoro-λ6-sulfanyl)phenyl)acetamide